water (2-{5-Cyano-2-[(R)-6-methoxycarbonyl-7-methyl-3-oxo-8-(3-trifluoromethyl-phenyl)-2,3,5,8-tetrahydro-[1,2,4]triazolo[4,3-a]pyrimidin-5-yl]-phenyl}-ethyl)-trimethyl-ammonium salt C(#N)C=1C=CC(=C(C1)CC[N+](C)(C)C)[C@@H]1C(=C(N(C=2N1C(NN2)=O)C2=CC(=CC=C2)C(F)(F)F)C)C(=O)OC.O